FC1=C(C=C(C=C1F)F)C=1C=CC=C2C=C(C=NC12)C(=O)O.CN1CCN(CC1)C1=CC=C(C=C1)NC1=NC2=C(C=CC=C2C=N1)C1=CN=C(S1)NC(C=C)=O N-(5-(2-((4-(4-methylpiperazin-1-yl)phenyl)amino)quinazolin-8-yl)thiazol-2-yl)acrylamide 8-(2,3,5-trifluorophenyl)quinoline-3-carboxylate